4-[2-(cyclopropylmethoxy)-5-ethyl-sulfonylphenyl]-2-methyl-5,6,7,8-tetrahydroisoquinolin-1-one C1(CC1)COC1=C(C=C(C=C1)S(=O)(=O)CC)C1=CN(C(C=2CCCCC12)=O)C